tert-butyl (2-((S,E)-5-((tert-butoxycarbonyl)amino)hex-1-en-1-yl) pyridin-4-yl)(1-(tert-butyl)-3-((1S,3R)-3-hydroxycyclopentyl)-1H-pyrazol-5-yl)carbamate C(C)(C)(C)OC(=O)N[C@H](CC/C=C/C1=NC=CC(=C1)N(C(OC(C)(C)C)=O)C1=CC(=NN1C(C)(C)C)[C@@H]1C[C@@H](CC1)O)C